FC=1C=C(C=C(C1)F)CC(=O)NC1=CC(=C(C=C1)C)N1CC2=C(N=C(N=C2)NCC=2C=NC=CC2)C2(C1=O)CC2 2-(3,5-Difluorophenyl)-N-(4-methyl-3-(7'-oxo-2'-((pyridin-3-ylmethyl)amino)-5'H-spiro[cyclopropane-1,8'-pyrido[4,3-d]pyrimidine]-6'(7'H)-yl)phenyl)acetamide